methyl 5-amino-2,3-difluoro-4-hydroxybenzoate NC=1C(=C(C(=C(C(=O)OC)C1)F)F)O